2-(3-azabicyclo[4.1.0]heptan-3-yl)-N-(1-(4,4-difluorocyclohexyl)-2-oxo-1,2-dihydropyridin-3-yl)-4-((2-hydroxyethyl)sulfonamido)benzamide C12CN(CCC2C1)C1=C(C(=O)NC=2C(N(C=CC2)C2CCC(CC2)(F)F)=O)C=CC(=C1)NS(=O)(=O)CCO